(S)-2-(6-(5-(1-(2-azaspiro[3.3]heptan-6-yl)piperidin-4-yl)pyrimidin-2-yl)-5-(methoxymethyl)-6,7,8,9-tetrahydro-5H-pyrido[3',4':4,5]pyrrolo[2,3-c]pyridazin-3-yl)phenol C1NCC12CC(C2)N2CCC(CC2)C=2C=NC(=NC2)N2[C@@H](C1=C(NC=3N=NC(=CC31)C3=C(C=CC=C3)O)CC2)COC